Cl.C(C)N(C(=O)C=1C=NC=2CN3C4=C(C2C1)C=CC=C4C=C3)CC N,N-diethyl-7H-indolo[7,1-fg][1,7]naphthyridine-10-carboxamide hydrochloride